FC1(CC1)CN[C@H]1C[C@@H](N(CC1)CC1=C2C=CNC2=C(C=C1OC)C)C1=CC=C(C(=O)O)C=C1 4-((2R,4R)-4-(((1-fluorocyclopropyl)methyl)amino)-1-((5-methoxy-7-methyl-1H-indol-4-yl)methyl)piperidin-2-yl)benzoic acid